O=C1NC(CCC1N1C(C2=CC=CC(=C2C1=O)S)=O)=O 2-(2,6-dioxopiperidin-3-yl)-4-mercaptoisoindoline-1,3-dione